tert-butyl 4-[[1-(2,6-difluoro-4-nitro-phenyl)-4-piperidyl]methyl]piperazine-1-carboxylate FC1=C(C(=CC(=C1)[N+](=O)[O-])F)N1CCC(CC1)CN1CCN(CC1)C(=O)OC(C)(C)C